C1(CC1)COC1=NN(C=C1N)COCC[Si](C)(C)C 3-(cyclopropylmethoxy)-1-((2-(trimethylsilyl)ethoxy)methyl)-1H-pyrazol-4-amine